ClC=1C(=NC=C(C1)F)NC1=NN(C2=C1C=NC(=C2)C(=O)N2CCOCCC2)CC(F)(F)F [3-[(3-chloro-5-fluoro-2-pyridyl)amino]-1-(2,2,2-trifluoroethyl)pyrazolo[4,3-c]pyridin-6-yl]-(1,4-oxazepan-4-yl)methanone